2-(2,4-dimethoxybenzyl)-7-nitroisoquinolin-1(2H)-one COC1=C(CN2C(C3=CC(=CC=C3C=C2)[N+](=O)[O-])=O)C=CC(=C1)OC